N'-((1,2,3,5,6,7-hexahydro-s-indacen-4-yl)carbamoyl)-2-(hydroxymethyl)-2-methyl-2,3-dihydropyrazolo[5,1-b]oxazole-7-sulfonimidamide C1CCC2=C(C=3CCCC3C=C12)NC(=O)N=S(=O)(N)C=1C=NN2C1OC(C2)(C)CO